C(CC)C(CNC([O-])=O)CC 2-propylbutylcarbamate